tert-Butyldodeca-11-yn-1-ylcarbamate C(C)(C)(C)OC(NCCCCCCCCCCC#C)=O